C(C)[C@H]1COCC(N1)=O (S)-5-ethylmorpholin-3-one